N1-((1R,2R)-2-(difluoromethoxy)cyclopentyl)-N2-(imidazo[1,2-a]pyridin-7-yl)-N1-((5-(trifluoromethyl)pyridin-2-yl)methyl)oxalamide FC(O[C@H]1[C@@H](CCC1)N(C(C(=O)NC1=CC=2N(C=C1)C=CN2)=O)CC2=NC=C(C=C2)C(F)(F)F)F